methyl-1-(3-(tetrahydrofuran-3-yl)propyl)-1H-pyrrole CC=1N(C=CC1)CCCC1COCC1